C(C)(C)(C)C1=C(C=CC(C1)(C)C(C)(C)C)O 2,4-di-tert-butyl-p-methylphenol